ClC1=NC(=CC(=C1)C=1C(=NN2C1N=C(C=C2)NC(CC(C)(C)O)=O)C2=CC(=CC=C2)C#N)C N-[3-(2-chloro-6-methyl-4-pyridyl)-2-(3-cyanophenyl)pyrazolo[1,5-a]pyrimidin-5-yl]-3-hydroxy-3-methyl-butanamide